p-isopropyl-phenoxyacetyl chloride C(C)(C)C1=CC=C(OCC(=O)Cl)C=C1